N-[4-(6,7-dimethoxypyrido[3,2-d]pyrimidin-4-yl)oxy-3-fluorophenyl]-5-(4-fluorophenyl)-1-(1-methylpyrazol-4-yl)-4-oxopyridine-3-carboxamide COC=1C(=CC=2N=CN=C(C2N1)OC1=C(C=C(C=C1)NC(=O)C1=CN(C=C(C1=O)C1=CC=C(C=C1)F)C=1C=NN(C1)C)F)OC